1-[6-(5-Ethyl-4-methyl-1H-imidazol-2-yl)pyridine-2-yl]-4-[1-(propan-2-yl)piperidin-4-yl]-1,4-diazepane C(C)C1=C(N=C(N1)C1=CC=CC(=N1)N1CCN(CCC1)C1CCN(CC1)C(C)C)C